ethyl 2-(2-((5-chloro-7-((cyclopentylmethyl)amino)benzofuran-3-yl)methoxy)-4-methoxyphenyl)acetate ClC=1C=C(C2=C(C(=CO2)COC2=C(C=CC(=C2)OC)CC(=O)OCC)C1)NCC1CCCC1